(E)-5-(4-hydroxystyryl)benzene-2,4,6-d3-1,3-diol OC1=CC=C(/C=C/C2=C(C(=C(C(=C2[2H])O)[2H])O)[2H])C=C1